2-(3-oxa-7-azabicyclo[3.3.1]nonan-7-yl)-N-(2-(4,4-difluorocyclohexyl)-4-(2,5-difluorophenyl)pyridin-3-yl)pyrimidine-5-carboxamide C12COCC(CN(C1)C1=NC=C(C=N1)C(=O)NC=1C(=NC=CC1C1=C(C=CC(=C1)F)F)C1CCC(CC1)(F)F)C2